4-(4-methoxyphenyl)-2-(((E)-(1-(2-chlorophenyl)-beta-carbolin-3-yl)methylene)hydrazino)-2,3-dihydrothiazole COC1=CC=C(C=C1)C=1NC(SC1)N/N=C/C=1N=C(C=2NC3=CC=CC=C3C2C1)C1=C(C=CC=C1)Cl